Boc-dimethylamine C(=O)(OC(C)(C)C)N(C)C